(6aR,8R)-8-(benzyloxy)-2-chloro-6a-ethyl-6a,7,8,9-tetrahydropyrrolo[1',2':4,5]pyrazino[2,3-c]pyridazin-6(5H)-one C(C1=CC=CC=C1)O[C@@H]1C[C@]2(N(C=3C(=NN=C(C3)Cl)NC2=O)C1)CC